C[C@@]12[C@H]([C@H](C[C@H]1[C@@H]1CCC=3C=C(C=CC3[C@H]1CC2)O)O)O (8R,9S,13S,14S,16S,17R)-13-methyl-6,7,8,9,11,12,14,15,16,17-decahydrocyclopenta[a]phenanthrene-3,16,17-triol